BrCC1=CC=C(OCC2=CC(=CC=C2)Cl)C=C1 1-((4-(bromomethyl)phenoxy)methyl)-3-chlorobenzene